C(#N)C=1C=C(C(=NC1C)C=1C=2N(C(=CC1)C[C@@H](C(=O)OC)NC(C1=C(C=C(C=C1F)N[C@@H](C(F)(F)F)CC)F)=O)C=CN2)C(F)(F)F methyl (S)-3-(8-(5-cyano-6-methyl-3-(trifluoromethyl)pyridin-2-yl)imidazo[1,2-a]pyridin-5-yl)-2-(2,6-difluoro-4-(((R)-1,1,1-trifluorobutan-2-yl)amino)benzamido)propanoate